C(C)S(=O)(=O)C1=C(N=C(N1C)C1=CC=C(C=C1)C1(CC1)C#N)C1=NC2=C(N1C)C=C1C(=C2)OC(C(O1)(F)F)(F)F 1-{4-[5-(Ethylsulfonyl)-1-methyl-4-(6,6,7,7-tetrafluoro-1-methyl-6,7-dihydro-1H-[1,4]dioxino[2,3-f]benzimidazol-2-yl)-1H-imidazol-2-yl]phenyl}cyclopropancarbonitril